(1H-benzo[d][1,2,3]triazol-5-yl)boronic acid N1N=NC2=C1C=CC(=C2)B(O)O